4-((S)-1-(3-((1R,2S)-2-phenylcyclopropyl)ureido)ethyl)pyridine 1-oxide C1(=CC=CC=C1)[C@H]1[C@@H](C1)NC(N[C@@H](C)C1=CC=[N+](C=C1)[O-])=O